NC=1C=C(C=C2C=C(N=CC12)NC(=O)[C@H]1[C@@H](C1)C#N)C1=C2C(=CN=C1)N(N=C2)C trans-N-(8-amino-6-(1-methyl-1H-pyrazolo[3,4-c]pyridin-4-yl)isoquinolin-3-yl)-2-cyanocyclopropane-1-carboxamide